(11R)-12-(3,3-dimethylbutyl)-6-(2,6-dimethylphenyl)-11-(2,2-dimethylpropyl)-2,2-dioxo-9-oxa-2λ6-thia-3,5,12,19-tetrazatricyclo[12.3.1.14,8]nonadeca-1(18),4(19),5,7,14,16-hexaen-13-one CC(CCN1[C@@H](COC2=CC(=NC(NS(C=3C=CC=C(C1=O)C3)(=O)=O)=N2)C2=C(C=CC=C2C)C)CC(C)(C)C)(C)C